C(=S)OC Methyl thioformate